5-[(phenylamino)methyl]-2-furanmethanol C1(=CC=CC=C1)NCC1=CC=C(O1)CO